C(#N)[C@H]1N(CSC1)C(CNC(=O)C1=CC=NC2=CC=C(C=C12)C1=NC=C(C=C1)F)=O (R)-N-(2-(4-cyanothiazolidin-3-yl)-2-oxoethyl)-6-(5-fluoropyridin-2-yl)quinoline-4-carboxamide